C(CCCCCC)C=1N(C2=CC=CC=C2C(C1)=O)O 2-heptyl-1-hydroxy-4-oxo-1,4-dihydroquinolin